5-[4-fluoro-2-(piperidin-4-yl)-1,3-benzothiazol-6-yl]-2-methyl-2H-indazol FC1=CC(=CC2=C1N=C(S2)C2CCNCC2)C2=CC1=CN(N=C1C=C2)C